(4-chloro-2-fluoro-phenyl)-7-[(2R,4S)-2-(5-cyclopropyl-1,3,4-oxadiazol-2-yl)tetrahydropyran-4-yl]-2,3-dimethyl-pyrazino[1,2-a]pyrimidin-4-one ClC1=CC(=C(C=C1)C1=C(N=CC=2N1C(C(=C(N2)C)C)=O)[C@@H]2C[C@@H](OCC2)C=2OC(=NN2)C2CC2)F